5-(2-(4-(5-(difluoromethyl)-1,3,4-oxadiazol-2-yl)benzyl)-2H-tetrazol-5-yl)-N,N-dimethylbenzo[d]oxazol-2-amine FC(C1=NN=C(O1)C1=CC=C(CN2N=C(N=N2)C=2C=CC3=C(N=C(O3)N(C)C)C2)C=C1)F